N1=C(C=CC(=C1)NC=1SC=CN1)C1=NC=CC=C1 N-([2,2'-bipyridyl]-5-yl)thiazol-2-amine